[Cl-].C(C)[N+](CC)(CC=C)CC=C N,N-diethyl-diallyl-ammonium chloride